4-(4-[[2-(4-chlorophenyl)-4,4-dimethylcyclohex-1-en-1-yl]methyl]piperazin-1-yl)benzoate ClC1=CC=C(C=C1)C1=C(CCC(C1)(C)C)CN1CCN(CC1)C1=CC=C(C(=O)[O-])C=C1